trimethyl-[methyl-[6-[1-(trifluoromethyl)cyclopropyl]pyridazin-4-yl]-trimethylsilyloxy-silyl]oxy-silane C[Si](O[Si](O[Si](C)(C)C)(C1=CN=NC(=C1)C1(CC1)C(F)(F)F)C)(C)C